(5S)-5-(3-(8-chloro-9-fluoro-1-methyl-1,2,4,5-tetrahydro-3H-benzo[d]azepin-3-yl)-3-oxopropyl)-5-cyclopropylimidazolidine-2,4-dione ClC=1C=CC2=C(C(CN(CC2)C(CC[C@@]2(C(NC(N2)=O)=O)C2CC2)=O)C)C1F